FC1(C[C@@H](CCC1)N(C1=CC=CC=C1)C(CC1(CCN(CC1)C(C(C1=C(C=CC=C1)F)(F)F)=O)C(=O)O)=O)F |r| 4-[2-(N-[(racemic)-3,3-difluorocyclohexyl]anilino)-2-oxo-ethyl]-1-[2,2-difluoro-2-(2-fluorophenyl)acetyl]piperidine-4-carboxylic acid